C(C)OC=1C=C2C=CC=CC2=CC1 6-Ethoxynaphthalene